6-methyl-6,8-dihydro-5H-imidazo[5,1-c][1,4]Oxazine CC1CN2C(CO1)=CN=C2